3-(difluoromethyl)-N-(3-(difluoromethyl)-1-methyl-1H-pyrazole-4-carbonyl)-1-methyl-N-(3',4',5'-trifluoro-[1,1'-biphenyl]-2-yl)-1H-pyrazine-4-carboxamide FC(C1=CN(C=CN1C(=O)N(C1=C(C=CC=C1)C1=CC(=C(C(=C1)F)F)F)C(=O)C=1C(=NN(C1)C)C(F)F)C)F